OCC1=CC=C(C=C1)NC([C@H](C)NC([C@H](C(C)C)NC(OCC=C)=O)=O)=O allyl ((S)-1-(((S)-1-((4-(hydroxymethyl)phenyl)amino)-1-oxopropan-2-yl)amino)-3-methyl-1-oxobutan-2-yl)carbamate